(R)-3-(2-(difluoromethoxy)phenyl)-6-(2-((R)-4-(2-hydroxyacetyl)-3-methylpiperazin-1-yl)pyrimidin-5-yl)-2,3-dihydropyrazolo[1,2-a]indazol-9(1H)-one FC(OC1=C(C=CC=C1)[C@H]1CCN2N1C=1C=C(C=CC1C2=O)C=2C=NC(=NC2)N2C[C@H](N(CC2)C(CO)=O)C)F